5-(5-(1-hydroxyethyl)-1H-pyrrolo[2,3-b]pyridin-3-yl)-N,N-dimethylbenzamide OC(C)C=1C=C2C(=NC1)NC=C2C=2C=CC=C(C(=O)N(C)C)C2